CN1CCNC2=CC(=C(C=C12)C=1C=NN(C1)C)C#N 1-methyl-7-(1-methyl-1H-pyrazol-4-yl)-1,2,3,4-tetrahydroquinoxaline-6-carbonitrile